COC(N(C12CCC(C1)(C2)NC(COC2=CC(=C(C=C2)Cl)Cl)=O)C2=CC=CC=C2)=O phenyl-{4-[2-(3,4-dichlorophenoxy)acetamido]bicyclo[2.1.1]hex-1-yl}carbamic acid methyl ester